trans-[(3S)-3-(4-fluorophenyl)isoxazolidin-2-yl]-[4-[(2-methyl-[1,2,4]triazolo[1,5-a]pyridin-7-yl)methyl]cyclohexyl]methanone FC1=CC=C(C=C1)[C@H]1N(OCC1)C(=O)[C@@H]1CC[C@H](CC1)CC1=CC=2N(C=C1)N=C(N2)C